N-((2S,3R)-3-(Tert-butoxy)-1-oxo-1-((4-(((S)-2-oxo-4-(trifluoromethyl)imidazolidin-1-yl)methyl)pyridin-2-yl)amino)butan-2-yl)-1-methyl-1H-pyrazole-5-carboxamide C(C)(C)(C)O[C@@H]([C@@H](C(NC1=NC=CC(=C1)CN1C(N[C@@H](C1)C(F)(F)F)=O)=O)NC(=O)C1=CC=NN1C)C